2,2,2-trichloroethyl (R)-4-(4-(phenylthio)-3-((4-aminosulphonyl-2-((trifluoromethyl)sulphonyl)phenyl)amino)butyl)piperazine-1-carboxylate C1(=CC=CC=C1)SC[C@@H](CCN1CCN(CC1)C(=O)OCC(Cl)(Cl)Cl)NC1=C(C=C(C=C1)S(=O)(=O)N)S(=O)(=O)C(F)(F)F